chloro-4-(1,5-dimethyl-1H-pyrazol-4-yl)-6-(trifluoromethyl)nicotinonitrile ClC1=C(C#N)C(=CC(=N1)C(F)(F)F)C=1C=NN(C1C)C